O1C(OCC1)CC=1C=CC=C2C(=NN(C12)C)C1C(NC(CC1)=O)=O 3-[7-(1,3-dioxolan-2-ylmethyl)-1-methyl-indazol-3-yl]piperidine-2,6-dione